N[C@H](C(=O)O)CC=1C=NC(=NC1)OC (S)-2-amino-3-(2-methoxypyrimidin-5-yl)propanoic acid